CC1(NN=CC=C1O)O 3-methylpyridazinediol